[2H]CC1=C2C=CC=C(C2=CC=C1)N 5-deuteromethylnaphthalene-1-amine